ClC=1C=C(C=CC1F)NC(=O)NC1=CC=C(C=C1)OC1=NC=NC2=CC(=C3C(=C12)OCCO3)OCCCN3CCOCC3 1-(3-chloro-4-fluorophenyl)-3-(4-((5-(3-morpholinopropoxy)-2,3-dihydro-[1,4]dioxino[2,3-f]quinazolin-10-yl)oxy)phenyl)urea